(2S)-2-HYDROXYOCTANOIC ACID O[C@H](C(=O)O)CCCCCC